NC[C@@H](COC=1C=NC=C(C1C1=CC(=NN1)NC=1N=CC(=NC1)C#N)OC)F 5-[(5-{3-[(2S)-3-amino-2-fluoropropoxy]-5-methoxypyridin-4-yl}-1H-pyrazol-3-yl)amino]pyrazine-2-carbonitrile